6-chloro-1-(tetrahydro-2H-pyran-4-yl)-1H-pyrazolo[3,4-d]Pyrimidine ClC1=NC=C2C(=N1)N(N=C2)C2CCOCC2